[W].[Sn].CC1CCC(C=2C(C3=CC=CC=C3C(C12)=O)=O)C 1,4-dimethyl-tetrahydroanthraquinone tin Tungsten